ClC=1C(=CC(N(C1)COCC[Si](C)(C)C)=O)N1C(C2=C(C=C1)N(N=C2)CC2=C(C=CC=C2)F)=O 5-(5-chloro-2-oxo-1-((2-(trimethylsilyl)ethoxy)methyl)-1,2-dihydropyridin-4-yl)-1-(2-fluorobenzyl)-1,5-dihydro-4H-pyrazolo[4,3-c]pyridin-4-one